OC(=O)C(F)(F)F.N1CC(C1)C(C)(C)OC1=C2C(=NC(=C1)C1=CC=C(C=C1)O)NN=C2 4-(4-((2-(azetidin-3-yl)propan-2-yl)oxy)-1H-pyrazolo[3,4-b]pyridin-6-yl)phenol TFA salt